4-((2R,4S)-1-((3-chloro-5-methoxy-7-methyl-1H-indol-4-yl)methyl)-4-(3-(trifluoromethyl)azetidin-1-yl)piperidin-2-yl)benzoic acid ClC1=CNC2=C(C=C(C(=C12)CN1[C@H](C[C@H](CC1)N1CC(C1)C(F)(F)F)C1=CC=C(C(=O)O)C=C1)OC)C